N\C(=C/C(=O)C1=CC=CC=C1)\C1=CC2=CC=CC=C2C=C1 (2Z)-3-amino-3-(naphthalene-2-yl)-1-phenylpropan-2-en-1-one